1-((1-(4-bromo-3-(methoxymethoxy) phenyl)-2,2,2-trifluoroethyl) amino) cyclohexane-1-carboxylate C1(CCCCC1)C(=O)ONC(C(F)(F)F)C1=CC(=C(C=C1)Br)OCOC